N-(3-chlorobenzyl)-4-(5-methyl-2-(phenylamino)pyrimidin-4-yl)oxazole-2-carboxamide ClC=1C=C(CNC(=O)C=2OC=C(N2)C2=NC(=NC=C2C)NC2=CC=CC=C2)C=CC1